(2-amino-6-(4-methyl-1H-pyrrolo[2,3-b]pyridin-5-yl)imidazo[1,2-a]pyridin-3-yl)(pyridin-2-yl)methanone NC=1N=C2N(C=C(C=C2)C=2C(=C3C(=NC2)NC=C3)C)C1C(=O)C1=NC=CC=C1